dimethoxy-4,4'-biphenyl diisocyanate [N-]=C=O.[N-]=C=O.COC1=CC=C(C=C1)C1=CC=C(C=C1)OC